methyl 5-[1-(phenylsulfonyl)-1H-pyrrolo[2,3-b]pyridin-4-yl]-1H-pyrrole-3-carboxylate C1(=CC=CC=C1)S(=O)(=O)N1C=CC=2C1=NC=CC2C2=CC(=CN2)C(=O)OC